C(CCC(C(=O)O)O)CCC(=O)O The molecule is a 2-hydroxydicarboxylic acid that is the 2-hydroxy derivative of suberic acid. It has a role as a metabolite. It derives from a suberic acid.